tert-butyl 6-oxo-6,8-dihydro-2H-spiro[benzo[2,1-b:3,4-c']difuran-3,3'-pyrrolidine]-1'-carboxylate O=C1C2=C(CO1)C=1OCC3(CN(CC3)C(=O)OC(C)(C)C)C1C=C2